4-amino-N-((1R)-1-(3-cyano-5-(trifluoromethyl)-2-pyridinyl)ethyl)-7-fluoro-N,1-dimethyl-1H-pyrazolo[4,3-c]quinoline-8-carboxamide NC1=NC=2C=C(C(=CC2C2=C1C=NN2C)C(=O)N(C)[C@H](C)C2=NC=C(C=C2C#N)C(F)(F)F)F